C1(=CC(=CC=C1)C([C@@H]1N(CCC[C@@H]1NS(=O)(=O)C)C(=O)OCC)(F)F)C1=CC=CC=C1 ethyl cis-2-(biphenyl-3-yl(difluoro)methyl)-3-((methylsulfonyl)amino)piperidine-1-carboxylate